ClCC=1OC(=NN1)C1=C(C=CC=C1)C 2-(chloromethyl)-5-(2-tolyl)-1,3,4-oxadiazole